tert-butyl (1R,5R)-4,7-diazabicyclo[3.2.0]heptane-4-carboxylate [C@H]12CCN([C@@H]2CN1)C(=O)OC(C)(C)C